1-[(2R)-1,1,1-Trifluoropropan-2-yl]piperidin-4-one FC([C@@H](C)N1CCC(CC1)=O)(F)F